3-((3-chloro-2-fluorobenzyl)amino)-5-(2-chlorobenzyl)-6-fluoro-4H-benzo[e][1,2,4]thiadiazine 1,1-dioxide ClC=1C(=C(CNC2=NS(C3=C(N2)C(=C(C=C3)F)CC3=C(C=CC=C3)Cl)(=O)=O)C=CC1)F